COC(=O)[C@@H]1NC(OC1)=O.C(#N)C[C@H]1N(C(CC1)=C=O)C=1N=C2N(CCOC3=C2C=CC(=C3)N[C@H](C(=O)N)C)C1 (S)-2-((2-((S)-2-(cyanomethyl)-5-carbonylpyrrolidin-1-yl)-5,6-dihydrobenzo[f]imidazo[1,2-d][1,4]oxazepin-9-yl)amino)propanamide methyl-(4R)-2-oxooxazolidine-4-carboxylate